monoaminosilane sodium chloride [Cl-].[Na+].N[SiH3]